D-Melezitose monohydrate C([C@@H]1[C@H]([C@@H]([C@H]([C@H](O1)O[C@H]2[C@@H]([C@H](O[C@@]2(CO)O[C@@H]3[C@@H]([C@H]([C@@H]([C@H](O3)CO)O)O)O)CO)O)O)O)O)O.O